5-(3-methyltriazen-1-yl)-imidazole-4-carboxamide CNN=NC1=C(N=CN1)C(=O)N